NC1=NC=2C=CC(=CC2C2=C1C(OC2)C)C(=O)N(C(C)C2=NC=CC=N2)CC2=NC=C(C=C2)C#C 4-amino-N-((5-ethynylpyridin-2-yl)methyl)-3-methyl-N-(1-(pyrimidin-2-yl)ethyl)-1,3-dihydrofuro[3,4-c]quinoline-8-carboxamide